OCC1(CC1)OCC=1C=NC(=C(C(=O)OC(C)(C)C)C1)OC tert-butyl 5-((1-(hydroxymethyl) cyclopropoxy) methyl)-2-methoxynicotinate